FC1=CC=C(C=C1)N1S(C2=C(OCC1)C=CC(=C2)[N+](=O)[O-])(=O)=O 2-(4-fluorophenyl)-8-nitro-3,4-dihydro-2H-benzo[b][1,4,5]oxathiazepine 1,1-dioxide